4-[5-amino-2-(2,4-difluorophenoxy)phenyl]-6-methyl-1,6-dihydro-7H-pyrrolo[2,3-d]pyridazin-7-one NC=1C=CC(=C(C1)C=1C2=C(C(N(N1)C)=O)NC=C2)OC2=C(C=C(C=C2)F)F